2,7-dimethyl-1,7-heptanediamine CC(CN)CCCCC(N)C